CC1(C(=C(C1)C1=C(C=CC=C1)NC(C)=O)C1=CC(=CC=C1)Br)C N-(2-(3,3-dimethyl-2-(3-bromophenyl)cyclobut-1-en-1-yl)phenyl)acetamide